azido-hydroxy-guanosine N(=[N+]=[N-])[C@@]1([C@@](O[C@@H]([C@H]1O)CO)(N1C=NC=2C(=O)NC(N)=NC12)O)O